C(CCN(CCCN)CCCN)CN The molecule is a polyazaalkane that is spermidine in which the amino hydrogen at postion 4 is replaced by a 3-aminopropyl group It has a role as a bacterial metabolite. It is a polyazaalkane, a primary amino compound and a tertiary amino compound. It derives from a spermidine. It is a conjugate acid of a N(4)-aminopropylspermidine(4+).